COC=1C=C(C=CC1C(=O)N1CCN(CC1)CC=1C=NC=CC1C(F)(F)F)NS(=O)(=O)C=1C=CC=C2C=CC=NC12 N-(3-methoxy-4-(4-((4-(trifluoromethyl)pyridin-3-yl)methyl)piperazine-1-carbonyl)phenyl)quinoline-8-sulfonamide